ClC1=CC=C(S1)CNC1=CC(=NN1C(C(CO)(C)C)=O)C1CCN(CC1)CC1=NC=CC=C1 1-(5-{[(5-Chlorothiophen-2-yl)methyl]amino}-3-[1-(pyridin-2-ylmethyl)piperidin-4-yl]-1H-pyrazol-1-yl)-3-hydroxy-2,2-dimethylpropan-1-on